5-fluoro-2-[(4-fluoro-phenyl)methoxy]-4-pyrimidinamine FC=1C(=NC(=NC1)OCC1=CC=C(C=C1)F)N